C1=NC=CC2=C1CCC2N2CCC(CC2)(O)C=2C=C1C(N(C(C1=CC2)=O)C2C(NC(CC2)=O)=O)=O 5-(1-(6,7-dihydro-5H-cyclopenta[c]pyridin-5-yl)-4-hydroxypiperidin-4-yl)-2-(2,6-dioxopiperidin-3-yl)isoindoline-1,3-dione